BrC=1C2=C(C=3C(=NC(=NC3C1F)OC[C@]13CCCN3C[C@@H](C1)F)Cl)COC2 6-Bromo-1-chloro-5-fluoro-3-(((2R,7aS)-2-fluorotetrahydro-1H-pyrrolizin-7a(5H)-yl)methoxy)-7,9-dihydrofuro[3,4-f]quinazoline